CC1=CC=C(C(=N1)OCC(F)(F)F)[N+](=O)[O-] 6-methyl-3-nitro-2-(2,2,2-trifluoroethoxy)pyridine